FC(OC[C@H]1N(C[C@@H](C1)O)C1=CC=C(C(=O)OC)C=C1)F methyl 4-((2S,4R)-2-((difluoromethoxy)methyl)-4-hydroxypyrrolidin-1-yl)benzoate